C(#N)C=1C(=NC(=NC1)NC1=C(C=C(C(=C1)F)N1CCC(CC1)N1CCCC1)NC(C=C)=O)NC1=C(C=CC=C1)OC(C)C N-(2-((5-cyano-4-((2-isopropoxyphenyl)amino)pyrimidin-2-yl)amino)-4-fluoro-5-(4-(pyrrolidin-1-yl)piperidin-1-yl)phenyl)acrylamide